NC1=NOC2=C1C(=CC(=C2)CN2CCC(CC2)NC(OC(C)(C)C)=O)OC tert-butyl (1-((3-amino-4-methoxybenzo[d]isoxazol-6-yl)methyl)piperidin-4-yl)carbamate